N[C@H]1[C@@H]2N(C[C@H]1CC2)C(=O)C2=CC1=C(N(C(=N1)C1=CC=3C(=NC(=CC3)NC3=CC(=NC=C3)O)N1CC1CC1)C)C(=C2)OC 4-[(2-{5-[(1R,4R,7R)-7-amino-2-azabicyclo[2.2.1]heptane-2-carbonyl]-7-methoxy-1-methyl-1H-1,3-benzodiazol-2-yl}-1-(cyclopropylmethyl)-1H-pyrrolo[2,3-b]pyridin-6-yl)amino]pyridin-2-ol